C1=C(C=CC2=CC=CC=C12)C1=CC=C(C=C1)C1=NC=NC(=C1)C1=CC=CC=C1 4-[4-(2-naphthyl)phenyl]-6-phenylpyrimidine